ClC=1C(=CC(=C(C1)NC1=CC2=C(N(C(N2C)=O)C)C=C1)C)N1CCC(CC1)C 5-((5-Chloro-2-methyl-4-(4-methylpiperidin-1-yl)phenyl)amino)-1,3-dimethyl-1,3-dihydro-2H-benzo[d]imidazol-2-one